(R)-N-((1R,2R)-1-(3-chloro-4-((tetrahydro-2H-pyran-4-yl)oxy)phenyl)-1-hydroxy-3-(pyrrolidin-1-yl)propan-2-yl)-1-(6-fluoronaphthalen-2-yl)pyrrolidine-3-carboxamide ClC=1C=C(C=CC1OC1CCOCC1)[C@H]([C@@H](CN1CCCC1)NC(=O)[C@H]1CN(CC1)C1=CC2=CC=C(C=C2C=C1)F)O